C1(CC1)C=1N=CC(=NC1)N1[C@H]([C@H](CC1)NS(=O)(=O)C)CO[C@@H]1CC[C@@H](CC1)C1=CC=CC=C1 N-((2R,3S)-1-(5-cyclopropylpyrazin-2-yl)-2-((((CIS)-4-phenylcyclohexyl)oxy)methyl)-pyrrolidin-3-yl)methanesulfonamide